COC1=C(C(=O)NCC2=CC=C(C=N2)B(O)O)C=CC=C1 [6-[[(2-Methoxybenzoyl)amino]methyl]-3-pyridyl]boronic acid